4-chloro-2-((1-methyl-1H-1,2,4-triazol-3-yl)amino)phenol ClC1=CC(=C(C=C1)O)NC1=NN(C=N1)C